C(C)(C)N1N=NC2=C1C=CC(=C2)C=2OC1=C(N2)C=CC(=C1)C 2-(1-isopropyl-1H-benzo[d][1,2,3]triazol-5-yl)-6-methyl-benzo[d]oxazole